C(C)(C)(C)OC(=O)N1[C@H](CC1)COC=1C=NN(C1C1=CC=2N(C=C1)N=C(C2)NC2=NC=C(C(=O)[O-])C=C2)C (R)-6-((5-(4-((1-(tert-butoxycarbonyl)azetidin-2-yl)methoxy)-1-methyl-1H-pyrazol-5-yl)pyrazolo[1,5-a]pyridin-2-yl)amino)nicotinate